C1([N+](=O)[O-])=CC([N+](=O)[O-])=CC([N+](=O)[O-])=C1O picric acid